N-((1R,3r,5S,6r)-3-(6-chloro-1H-indazol-4-yl)-3-hydroxybicyclo[3.1.0]hexan-6-yl)-2-(trifluoromethoxy)isonicotinamide ClC1=CC(=C2C=NNC2=C1)C1(C[C@H]2C([C@H]2C1)NC(C1=CC(=NC=C1)OC(F)(F)F)=O)O